FC=1C(=NC(=NC1)NC1=CC=C(C=C1)N1CCCCC1)NC1=CC=C(C(=O)NN)C=C1 4-((5-fluoro-2-((4-(piperidin-1-yl)phenyl)amino)pyrimidin-4-yl)amino)benzoyl-hydrazine